7-Bromotetraphene BrC=1C2=CC=C3C=CC=CC3=C2C=C2C=CC=CC12